(E)-1-(2-cyclopropyl-1-(phenylsulfonyl)vinyl)-3-methoxybenzene C1(CC1)/C=C(/S(=O)(=O)C1=CC=CC=C1)\C1=CC(=CC=C1)OC